BrC1=NN2C(N=C(C(=C2Cl)C2=CC=CC=C2)Cl)=C1C(=O)OCC Ethyl 2-bromo-5,7-dichloro-6-phenylpyrazolo[1,5-a]pyrimidine-3-carboxylate